N-((R)-1-(2-(1-ethyl-1H-pyrazol-3-yl)-6-(1-methyl-1H-pyrazol-4-yl)pyridin-4-yl)ethyl)-5-((R)-hexahydropyrrolo[1,2-a]pyrazin-2(1H)-yl)-2-methylbenzamide C(C)N1N=C(C=C1)C1=NC(=CC(=C1)[C@@H](C)NC(C1=C(C=CC(=C1)N1C[C@@H]2N(CC1)CCC2)C)=O)C=2C=NN(C2)C